FC=1C=C2C3=C(NC2=CC1)C(NCC3)C3=CC=C(C#N)C=C3 4-(6-fluoro-2,3,4,9-tetrahydro-1H-pyrido[3,4-b]indol-1-yl)benzonitrile